CC1=C(C(=CC=C1)C1=CC=CC=C1)C=O methyl-[1,1'-biphenyl]-2-carbaldehyde